ClCC=1C(=NOC1C)CC 4-(chloromethyl)-3-ethyl-5-methylisoxazole